NCCOCCOCCOCCOCC(COCCCCCCCC(=O)OC\C=C/CCCCCC)OCCCCCCCC(=O)OC\C=C/CCCCCC [(Z)-non-2-enyl] 8-[3-[2-[2-[2-(2-aminoethoxy)ethoxy]ethoxy]ethoxy]-2-[8-[(Z)-non-2-enoxy]-8-oxo-octoxy]propoxy]octanoate